C1(CC1)N1CCN(CC1)C1CCN(CC1)C1=C(C=C(C(=C1)OC)NC1=NC=NC(=C1)N1OCC[C@@H]1C1=CC(=CC=C1)OCC1=CC(=CC=C1)F)NC(C=C)=O (R)-N-(2-(4-(4-cyclopropylpiperazin-1-yl)piperidin-1-yl)-5-((6-(3-(3-((3-fluorobenzyl)oxy)phenyl)-isoxazolidin-2-yl)-pyrimidin-4-yl)-amino)-4-meth-oxyphenyl)acryl-amide